(1-phenyl-2-(3-(pyridin-4-yl)benzoylamino)-1H-imidazol-4-yl)acetic acid C1(=CC=CC=C1)N1C(=NC(=C1)CC(=O)O)NC(C1=CC(=CC=C1)C1=CC=NC=C1)=O